trans-rac-N-(2-Chloro-5-(2,2-dichloro-3-(3,5-dichlorophenyl)cyclopropane-1-carboxamido)phenyl)-2-methylbenzamide ClC1=C(C=C(C=C1)NC(=O)[C@@H]1C([C@H]1C1=CC(=CC(=C1)Cl)Cl)(Cl)Cl)NC(C1=C(C=CC=C1)C)=O |r|